2-(1-(6-(5-((((3,3-difluorocyclobutyl)(methyl)carbamoyl)oxy)methyl)-1-methyl-1H-1,2,3-triazol-4-yl)-2-ethylpyridin-3-yl)-5,5-difluoropiperidin-3-yl)acetic acid FC1(CC(C1)N(C(=O)OCC1=C(N=NN1C)C1=CC=C(C(=N1)CC)N1CC(CC(C1)(F)F)CC(=O)O)C)F